N1(CCC(CC1)C(=O)[O-])C(=O)OCC ethyl piperidine-1,4-dicarboxylate